tert-butyl N-[2-amino-6-chloro-4-[methyl(3-pyridyl)amino]phenyl]-N-methyl-carbamate NC1=C(C(=CC(=C1)N(C=1C=NC=CC1)C)Cl)N(C(OC(C)(C)C)=O)C